CS(=O)(=O)N1CC2(C3=CC=C(C=C13)C(=O)OC)CC2 methyl 1'-(methylsulfonyl)spiro[cyclopropane-1,3'-indoline]-6'-carboxylate